N1(CCCC2=CC=CC=C12)CCC(=O)NC=1C=CC=C2C=CC=NC12 3-(3,4-dihydroquinolin-1(2H)-yl)-N-(quinolin-8-yl)propanamide